(R)-1-(3,4-difluorophenyl)-3-cyanopropan-1-ol FC=1C=C(C=CC1F)[C@@H](CCC#N)O